C[C@@H]1CN(C[C@@H](N1)C)C1=C2C=NC=NC2=C(C=C1)C(=O)NC1=CC2=CN(N=C2C(=C1)F)C 5-[(3R,5S)-3,5-dimethylpiperazin-1-yl]-N-(7-fluoro-2-methyl-indazol-5-yl)quinazoline-8-carboxamide